NC1=CC=C(NC2=NC=CC(=N2)NC2=NC(=NC=C2C(=O)OC)C2=NC(=CC=C2)C)C=C1 methyl 4-[[2-(4-aminoanilino)pyrimidin-4-yl]amino]-2-(6-methyl-2-pyridyl)pyrimidine-5-carboxylate